C[C@]12CC(C[C@](CC1)(N2)C)N(C2=CC=C(N=N2)C2=C(C=C(C=C2)/C=C/C(=O)NC)O)C (E)-3-(4-(6-(((1R,3s,5S)-1,5-dimethyl-8-azabicyclo[3.2.1]octan-3-yl)(methyl)amino)pyridazin-3-yl)-3-hydroxyphenyl)-N-methylacrylamide